Methyl 6-(chlorosulfonyl)hexanoate ClS(=O)(=O)CCCCCC(=O)OC